3-hydroxymethylvaleric acid OCC(CC(=O)O)CC